2,2-dimethylethanesulfonate CC(CS(=O)(=O)[O-])C